decane-3,4-diol CCC(C(CCCCCC)O)O